5,6-Diphenoxy-4,7-bis(2-thienyl)-2,1,3-benzothiadiazol O(C1=CC=CC=C1)C1=C(C=2C(=NSN2)C(=C1OC1=CC=CC=C1)C=1SC=CC1)C=1SC=CC1